(2R)-N-(3-((1-(3-(1H-pyrazol-4-yl)naphthalen-1-yl)ethyl)carbamoyl)-4-methylphenyl)piperidine-2-carboxamide N1N=CC(=C1)C=1C=C(C2=CC=CC=C2C1)C(C)NC(=O)C=1C=C(C=CC1C)NC(=O)[C@@H]1NCCCC1